2-[3,5-dichloro-4-[(4-methoxyphenyl)methyl]phenyl]-6-(difluoromethyl)-1,2,4-triazine-3,5-dione ClC=1C=C(C=C(C1CC1=CC=C(C=C1)OC)Cl)N1N=C(C(NC1=O)=O)C(F)F